N-((3S,6S)-6-methylpiperidin-3-yl)-5-(trifluoromethyl)pyrimidine-2-amine C[C@H]1CC[C@@H](CN1)NC1=NC=C(C=N1)C(F)(F)F